Bis(2-ethylhexyl)[(5-methyl-2H-1,2,3-benzotriazol-2-yl)methyl]amin C(C)C(CN(CN1N=C2C(=N1)C=CC(=C2)C)CC(CCCC)CC)CCCC